C[C@H]1CN(CCC1)C1CCN(CC1)C=1SC(=CN1)C(=O)NCC1=NC(=CC=C1)C(F)(F)F 2-[(3R)-3-methyl[1,4'-bipiperidin]-1'-yl]-N-{[6-(trifluoromethyl)pyridin-2-yl]methyl}-1,3-thiazole-5-carboxamide